C(C)OC1=C(C(=O)NC[C@@H](O)[C@H]2N(CC3=CC(=CC=C3C2)OCC2=CN=CO2)C(=O)OC(C)(C)C)C=CC(=C1)C(=O)N1C2COCC1CC2 tert-butyl (3S)-3-[(1R)-2-[[2-ethoxy-4-(3-oxa-8-azabicyclo-[3.2.1]octane-8-carbonyl)benzoyl]amino]-1-hydroxy-ethyl]-7-(oxazol-5-ylmethoxy)-3,4-dihydro-1H-isoquinoline-2-carboxylate